N-(2-aminoethyl)propan-2-enamide hydrochloride Cl.NCCNC(C=C)=O